COC1=C(C=C(C=N1)C(=O)OC)CN1CCOCC1 methyl 6-methoxy-5-(morpholin-4-ylmethyl)pyridine-3-carboxylate